2-[18F]fluoromethyl-L-phenylalanine [18F]CC1=C(C[C@H](N)C(=O)O)C=CC=C1